N,N-dimethyldithiosulfamic acid CN(S(O)(=S)=S)C